N-(6-hydrazinopyridin-3-yl)ethanesulfonamide N(N)C1=CC=C(C=N1)NS(=O)(=O)CC